(S)-cyclopropyl(6-(2-methyl-2H-pyrazolo[3,4-b]pyridin-5-yl)thieno[2,3-b]pyridin-2-yl)methanol C1(CC1)[C@H](O)C1=CC=2C(=NC(=CC2)C2=CC=3C(N=C2)=NN(C3)C)S1